FC=1C(=NC(=NC1)N1C(=NC2=C1C=CC=C2)N)NC2=CC=C(C=C2)N2CCN(CC2)CCC(C)C 1-(5-fluoro-4-((4-(4-isopentylpiperazin-1-yl)phenyl)amino)pyrimidin-2-yl)-1H-benzo[d]imidazole-2-Amine